(adamantan-1-yl)-2-((5-fluoro-6-methoxy-2-(methylthio)pyrimidin-4-yl)oxy)acetamide C12(CC3CC(CC(C1)C3)C2)C(C(=O)N)OC2=NC(=NC(=C2F)OC)SC